BrC=1C(=NN(C1C(=O)N)C)C 4-bromo-1,3-dimethyl-1H-pyrazole-5-formamide